(1-cyclopropylethyl)amine C1(CC1)C(C)N